tert-Butyl (R)-(2-oxopyrrolidin-3-yl)carbamate O=C1NCC[C@H]1NC(OC(C)(C)C)=O